11-pentadecenoic acid C(CCCCCCCCCC=CCCC)(=O)O